N-(6-((4-(4-cyano-6-methylpyrimidin-2-yl)piperazin-1-yl)sulfonyl)pyridazin-3-yl)-2-(pyridin-2-yl)acetamide C(#N)C1=NC(=NC(=C1)C)N1CCN(CC1)S(=O)(=O)C1=CC=C(N=N1)NC(CC1=NC=CC=C1)=O